methyl 2-(3,6-dihydro-2H-pyran-4-yl)isonicotinate O1CCC(=CC1)C=1C=C(C(=O)OC)C=CN1